[S@@]1(C=NC=C1)=O |r| racemic-thiazolone